5-[[trans-3-[3,5-bis(trifluoromethyl)phenyl]-2,2-dichloro-cyclopropanecarbonyl]amino]-2-chloro-N-[3-[(2,2-difluoro-acetyl)amino]-2,4-difluoro-phenyl]benzamide FC(C=1C=C(C=C(C1)C(F)(F)F)[C@@H]1C([C@H]1C(=O)NC=1C=CC(=C(C(=O)NC2=C(C(=C(C=C2)F)NC(C(F)F)=O)F)C1)Cl)(Cl)Cl)(F)F